C(CCCCCCC)C1=CC=C(C=C1)S(=O)(=O)O 4-octylbenzenesulfonic acid